3-(5-((3-(4'-fluoro-3,4,5,6-tetrahydro-[1,1'-biphenyl]-2-carbonyl)-3,6-diazabicyclo[3.1.1]Heptan-6-yl)methyl)-1-oxoisoindolin-2-yl)piperidine-2,6-dione FC1=CC=C(C=C1)C1=C(CCCC1)C(=O)N1CC2N(C(C1)C2)CC=2C=C1CN(C(C1=CC2)=O)C2C(NC(CC2)=O)=O